FC1=C(C(=C(C=C1C(C)C)F)OC)[C@H](C(=O)O)N1C[C@@H](CC1)OCCCCCC1=NC=2NCCCC2C=C1 (R)-2-(2,5-difluoro-3-isopropyl-6-methoxyphenyl)-2-((R)-3-((5-(5,6,7,8-tetrahydro-1,8-naphthyridin-2-yl)pentyl)oxy)pyrrolidin-1-yl)acetic acid